CO[C@@H]1CN(CC1)C1=CC(=NC(=N1)C1=CC=CC=C1)C(=O)[O-].[Na+] sodium (S)-6-(3-methoxypyrrolidin-1-yl)-2-phenylpyrimidine-4-carboxylate